ethyl 1-(2,4-dichlorophenyl)-5-(1,1-dimethyl-ethyl)pyrazole-3-carboxylate ClC1=C(C=CC(=C1)Cl)N1N=C(C=C1C(C)(C)C)C(=O)OCC